7-(4-cyclopropyl-3-fluoro-phenoxy)-3,4-dihydro-1H-isoquinoline-2-carboxylic acid tert-butyl ester C(C)(C)(C)OC(=O)N1CC2=CC(=CC=C2CC1)OC1=CC(=C(C=C1)C1CC1)F